2,2'-methylene-bis(6-t-butyl-4-methyl-phenol) C(C1=C(C(=CC(=C1)C)C(C)(C)C)O)C1=C(C(=CC(=C1)C)C(C)(C)C)O